2-[5-chloro-2-oxo-1H,4H-pyrido[4,3-d]pyrimidin-3-yl]-N-[(1S)-1-(2,4-difluorophenyl)-ethyl]acetamide ClC1=NC=CC=2NC(N(CC21)CC(=O)N[C@@H](C)C2=C(C=C(C=C2)F)F)=O